[4-(2,5-dioxopyrrolidin-1-yl)oxycarbonyl-2,6-dimethylphenyl] 10-methylacridin-10-ium-9-carboxylate C[N+]1=C2C=CC=CC2=C(C2=CC=CC=C12)C(=O)OC1=C(C=C(C=C1C)C(=O)ON1C(CCC1=O)=O)C